CC=1C=C(C=C2C=CN=NC12)C=1C=NC=CC1C 8-Methyl-6-(4-methylpyridin-3-yl)cinnolin